(R)-4-[3-(8-amino-1,7-naphthyridin-2-yl)phenyl]-2-thiazol-2-yl-but-3-yn-2-ol NC=1N=CC=C2C=CC(=NC12)C=1C=C(C=CC1)C#C[C@@](C)(O)C=1SC=CN1